NC=1SC2=C(N1)C(=CC=C2)C2=C(C(=C(C=C2)S(=O)(=O)CCCNC(OC(C)(C)C)=O)S(N(CC2=CC=C(C=C2)OC)CC2=CC=C(C=C2)OC)(=O)=O)C=2N=NN(N2)CC2=CC=C(C=C2)OC tert-butyl (3-((4-(2-aminobenzo[d]thiazol-4-yl)-2-(N,N-bis(4-methoxybenzyl)sulfamoyl)-3-(2-(4-methoxybenzyl)-2H-tetrazol-5-yl)phenyl)sulfonyl)propyl)carbamate